ClC1=CC(=C(C=C1)[C@@]1(OC2=C(C=CC=C2C(=C1)F)C1CCN(CC1)CC1=NC=2C(=NC(=CC2)C(=O)O)N1C[C@H]1OCC1)C)F 2-((4-((R)-2-(4-chloro-2-fluorophenyl)-4-fluoro-2-methyl-2H-chromen-8-yl)piperidin-1-yl)methyl)-3-(((S)-oxetan-2-yl)methyl)-3H-imidazo[4,5-b]pyridine-5-carboxylic acid